C1(CC1)C1=CNC=2N=CN=CC21 5-cyclopropyl-7H-pyrrolo[2,3-d]pyrimidin